(1s,2s)-N-(6-(6-chloro-4-methylpyridin-3-yl)benzo[d]thiazol-2-yl)-2-fluorocyclopropane-1-carboxamide ClC1=CC(=C(C=N1)C1=CC2=C(N=C(S2)NC(=O)[C@H]2[C@H](C2)F)C=C1)C